ClC1=CC=C(S1)CN1C=NC=C1 1-((5-chlorothien-2-yl)methyl)-1H-imidazole